CC(C(=O)C1=CC=C(C=C1)SC)(C)C1=CC=C(C=C1)N1CCOCC1 2-methyl-2-(4-morpholinophenyl)-1-[4-(methylthio)phenyl]-1-propanone